C(=O)C1=CC=C2CCCN(C2=N1)C(=O)NC1=NC=C(C(=C1)OCCOC)C#CC=1C=NC=CC1 7-Formyl-N-(4-(2-methoxyethoxy)-5-(pyridin-3-ylethynyl)pyridin-2-yl)-3,4-dihydro-1,8-naphthyridine-1(2H)-carboxamide